2-(4-((2-(4-(trifluoromethyl)phenyl)-5-methylthiazol-4-yl)methylthio)-2-methylphenoxy)acetic acid FC(C1=CC=C(C=C1)C=1SC(=C(N1)CSC1=CC(=C(OCC(=O)O)C=C1)C)C)(F)F